N1-hydroxy-N8-phenyloctanediamide ONC(CCCCCCC(=O)NC1=CC=CC=C1)=O